(S,E)-3-(3-(4-methoxyphenyl)acryloyl)-4-phenyloxazolidine-2-one COC1=CC=C(C=C1)/C=C/C(=O)N1C(OC[C@@H]1C1=CC=CC=C1)=O